N1(C=NC=C1)C1=CC(=CC(=N1)C(=O)NC1CCC(CC1)OCCOC)C 6-(1H-imidazol-1-yl)-N-(4-(2-methoxyethoxy)cyclohexyl)-4-methylpicolinamide